1-[3-[4-[4-chloro-7-(4-fluoro-2-methoxy-phenyl)pyrazolo[1,5-a]pyrazin-6-yl]pyrazol-1-yl]azetidin-1-yl]prop-2-en-1-one ClC=1C=2N(C(=C(N1)C=1C=NN(C1)C1CN(C1)C(C=C)=O)C1=C(C=C(C=C1)F)OC)N=CC2